C(C1=CC=CC=C1)C=1C(=NN(C1C)C)C1=NC(=NC(=C1)Cl)NC(OC)=O methyl N-[4-(4-benzyl-1,5-dimethyl-pyrazol-3-yl)-6-chloro-pyrimidin-2-yl]carbamate